1-bromo-3-isocyanatobenzene BrC1=CC(=CC=C1)N=C=O